NC1=C2N=C(N(C2=NC(=N1)C#CCCCC)[C@@H]1OC[C@H]([C@H]1O)O)C1=NC=CC=C1 (2R,3R,4R)-2-(6-Amino-2-(hex-1-yn-1-yl)-8-(pyridin-2-yl)-9H-purin-9-yl)tetrahydrofuran-3,4-diol